6-methyl-1,4:5,8-dimethano-1,4,4a,5,6,7,8,8a-octahydronaphthalene CC1C2C3C4C=CC(C3C(C1)C2)C4